BrC(C1CCOCC1)([2H])[2H] 4-(Bromomethyl-d2)tetrahydro-2H-pyran